ClC1=C(C=CC=C1C(NC1(CC1)C)=O)NC1=C(C=C(C(=O)N=C2NCCN2)C=C1)C1OCCC1 4-({2-chloro-3-[(1-methylcyclopropyl)carbamoyl]phenyl}amino)-N-[imidazolidin-2-ylidene]-3-(oxolan-2-yl)benzamide